2-tetrahydropyran-2-yl-pyridazin-3-one O1C(CCCC1)N1N=CC=CC1=O